C(C)C(CCCCC)([Li])CC diethyl-hexyl-lithium